ClC1=C(C=CC=C1Cl)NN1C(=CC=2C(NCCC21)=O)C2=CC=NC1=C2N=C(N=C1)OC [(2,3-dichlorophenyl)amino]-2-[2-methoxypyrido[3,2-d]pyrimidin-8-yl]-1H,5H,6H,7H-pyrrolo[3,2-c]pyridin-4-one